BrC=1C=C(C=C2N=CC=NC12)NCC 8-Bromo-N-ethylquinoxalin-6-amine